C(#C)N(S(=O)(=O)C(CF)(CF)CF)CCO N-ethynyl-1,1,1-trifluoromethyl-N-(2-hydroxyethyl)methanesulfonamide